4-ethyl-4-(4-methoxyphenyl)tetrahydropyran C(C)C1(CCOCC1)C1=CC=C(C=C1)OC